BrCCCCCCC(C(=O)OCCCC(CCCCC)CCCCC)(C)C 4-pentylnonyl 8-bromo-2,2-dimethyl-octanoate